COC1=C(C=C(C=C1)C=1OC2=CC(=CC=C2C(C1)=O)OC)[O-] 2-methoxy-5-(7-methoxy-4-oxo-4H-chromen-2-yl)phenolate